N-(trans-4-methoxycyclohexyl)-3-(3-(trifluoromethyl)phenyl)-[1,2,4]triazolo[4,3-a]pyridin-6-amine CO[C@@H]1CC[C@H](CC1)NC=1C=CC=2N(C1)C(=NN2)C2=CC(=CC=C2)C(F)(F)F